N(=[N+]=[N-])C1=C(C(=O)N[C@@H](C(C)C)C(=O)O)C=CC=C1 N-(azidobenzoyl)-L-valine